C(C)NC(COC1=CC=C(C=C1)C=1N=C(SC1)NC1=NC=CC=C1)=O N-Ethyl-2-(4-(2-(pyridin-2-ylamino)thiazol-4-yl)phenoxy)acetamid